P(=O)(OC=C([Si](C)(C)C)[Si](C)(C)C)([O-])[O-] bis(trimethylsilyl)vinyl phosphate